CN1CC(C1)(C)[C@@](C=1C=C(C=NC1)C1=NC(=NO1)CC1CN(C1)C(C)=O)(C1=CC=C(C=C1)C(C)C)O 1-[3-(5-{5-[(R)-(1,3-Dimethyl-azetidin-3-yl)-hydroxy-(4-isopropyl-phenyl)-methyl]-pyridin-3-yl}-[1,2,4]oxadiazol-3-ylmethyl)-azetidin-1-yl]-ethanone